CN(C(O)=O)CCOC(C)(C)C1=C(C=C(C=C1)Br)OC.NCCCCCCCCCCC[Si](OCC)(OCC)OCC 11-aminoundecyltriethoxysilane methyl-(2-((2-(4-bromo-2-methoxyphenyl)propan-2-yl)oxy)ethyl)carbamate